N-(3-acrylamidopropyl)ammonium methacrylate C(C(=C)C)(=O)[O-].C(C=C)(=O)NCCC[NH3+]